ClC=1C(=C(C=O)C=C(C1)C1=NC(=CC=C1NC(C)C=1C=C(C=C2C(C(=C(OC12)N1CCCCC1)C)=O)C)Cl)O 3-chloro-5-[6-chloro-3-[1-[3,6-dimethyl-4-oxo-2-(1-piperidyl)chromen-8-yl]ethylamino]-2-pyridyl]-2-hydroxy-benzaldehyde